racemic-2-hydroxybutyric acid O[C@@H](C(=O)O)CC |r|